5-[[(5-chloro-3-pyridyl)amino]methylene]-2,2-dimethyl-1,3-dioxane-4,6-dione ClC=1C=C(C=NC1)NC=C1C(OC(OC1=O)(C)C)=O